N4-(1-((3-(2-((R)-4-benzoyl-2-methylpiperazin-1-yl)-2-oxoacetyl)-1H-pyrrolo[2,3-B]pyridin-4-yl)oxy)-3,6,9,12,15-pentoxaoctadeca-18-yl)succinamide C(C1=CC=CC=C1)(=O)N1C[C@H](N(CC1)C(C(=O)C1=CNC2=NC=CC(=C21)OCCOCCOCCOCCOCCOCCCNC(CCC(=O)N)=O)=O)C